C1(CC1)C1=CC=C(N=N1)NC(=O)C=1C(=CC(=C(C1)NC(=O)C1=CN=C(S1)C)C)F N-[5-[(6-cyclopropylpyridazin-3-yl)carbamoyl]-4-fluoro-2-methylphenyl]-2-methyl-1,3-thiazole-5-carboxamide